N1N=CC(=C1)CCNC1=NC(=NC(=C1C)C)C(=O)NC1=C(C=NC=C1)F 4-((2-(1H-pyrazol-4-yl)ethyl)amino)-N-(3-fluoropyridin-4-yl)-5,6-dimethylpyrimidine-2-carboxamide